N-((1H-indol-2-yl)methyl)-3,3-dimethyl-2-oxo-1-((1,3,4-trimethyl-1H-pyrazol-5-yl)methyl)indoline-6-carboxamide N1C(=CC2=CC=CC=C12)CNC(=O)C1=CC=C2C(C(N(C2=C1)CC1=C(C(=NN1C)C)C)=O)(C)C